C(CC(O)(C(=O)O)CC(=O)O)(=O)O.C(C)(=O)[Na] acetyl-sodium citrate